N-(3-chloro-4-fluorobenzyl)pyridine-2-amine ClC=1C=C(CNC2=NC=CC=C2)C=CC1F